ClC1=C(C=C(C=C1)C(CC(=O)OC(C)(C)C)C1CC(C1)(F)F)NC([C@@H]([C@H](C(F)(F)F)C)C1=CC=C(C=C1)Cl)=O tert-Butyl 3-(4-chloro-3-{[(2S,3R)-2-(4-chlorophenyl)-4,4,4-trifluoro-3-methylbutanoyl]amino}-phenyl)-3-(3,3-difluorocyclobutyl)propanoate